S1C=CCC=C1 4H-thiopyran